COC1=C(C=C2C(=NC(=NC2=C1)C)N[C@H](C)C=1C(=C(C#N)C=CC1)C)N1CCC2(CCOCC2)CC1 (R)-3-(1-((7-methoxy-2-methyl-6-(3-oxa-9-azaspiro[5.5]undecan-9-yl)quinazolin-4-yl)amino)ethyl)-2-methylbenzonitrile